2-(cyclopropylmethyl)-2H-indazol-5-amine hydrochloride Cl.C1(CC1)CN1N=C2C=CC(=CC2=C1)N